[Si](C)(C)(C(C)(C)C)OCC1(CN(C1)S(=O)(=O)C1=C(C=C(C=C1)Cl)Cl)CNC1=CC(=C(C#N)C=C1)F 4-(((3-(((tert-butyldimethylsilyl)oxy)methyl)-1-((2,4-dichlorophenyl)sulfonyl)azetidin-3-yl)methyl)amino)-2-fluorobenzonitrile